ON[C@@H](CCCC=O)C(=O)O (hydroxy)allysine